CC1=CC=C(COCN2N=CNC2=S)C=C1 (((4-methylbenzyl)oxy)methyl)-2,4-dihydro-3H-1,2,4-triazole-3-thione